N-((-)-1-((3R,5'S)-5'-ethynyl-2-oxospiro[indoline-3,3'-pyrrolidin]-1'-yl)-4-fluoro-4-methyl-1-oxopentan-2-yl)-4,7-difluoro-1H-indole-2-carboxamide C(#C)[C@@H]1C[C@@]2(CN1C(C(CC(C)(C)F)NC(=O)C=1NC3=C(C=CC(=C3C1)F)F)=O)C(NC1=CC=CC=C12)=O